FC(OC=1C=C(C(=C2NC(C(=NC12)C)=O)F)C(=O)OC)F methyl 8-(difluoromethoxy)-5-fluoro-2-methyl-3-oxo-3,4-dihydroquinoxaline-6-carboxylate